NN1C=NC(=C2N3C(N=C12)N(C(N3C)=O)CCN3CCN(CC3)C3=CC=C(C=C3)OC)C=3SC=CN3 5-Amino-3-[2-[4-(4-methoxyphenyl)piperazin-1-yl]ethyl]-1-methyl-8-thiazol-2-yl-[1,2,4]triazolo[5,1-f]purin-2-one